C(\C=C\C(=O)O)(=O)O.BrC=1C=C2C=C(C(=NC2=CC1)OC)C(C(O)(C1=CC=CC2=CC=CC=C12)CCN(C)C)C1=CC=CC=C1 6-bromo-α-[2-(dimethylamino)ethyl]-2-methoxy-α-1-naphthyl-β-phenyl-3-quinolineethanol (2E)-2-butenedioate